5-((1H-1,2,3-triazol-1-yl)methyl)-3-(4-(8-oxa-3-aza-bicyclo[3.2.1]oct-3-yl)-3,5-difluorophenyl)oxazolidin-2-one N1(N=NC=C1)CC1CN(C(O1)=O)C1=CC(=C(C(=C1)F)N1CC2CCC(C1)O2)F